O(C)[Si](CCCNCCNCCN)(OC)OC N1-(3-Trimethoxylsilylpropyl)diethylenetriamine